1-(6-(4-(3-(4-(3-(4-chloro-3-ethyl-1H-pyrrolo[2,3-b]pyridin-5-yl)phenyl)-3-oxopiperazin-1-yl)propyl)piperazin-1-yl)naphthalen-1-yl)dihydropyrimidine-2,4(1H,3H)-dione ClC1=C2C(=NC=C1C=1C=C(C=CC1)N1C(CN(CC1)CCCN1CCN(CC1)C=1C=C3C=CC=C(C3=CC1)N1C(NC(CC1)=O)=O)=O)NC=C2CC